(2S,4r)-1-[(2S)-2-(4-cyclopropyl-triazol-1-yl)-3,3-dimethyl-butyryl]-N-[[1-[(2-ethylthiazol-4-yl)methyl]-4-piperidinyl]methyl]-4-hydroxy-pyrrolidine-2-carboxamide C1(CC1)C=1N=NN(C1)[C@H](C(=O)N1[C@@H](C[C@H](C1)O)C(=O)NCC1CCN(CC1)CC=1N=C(SC1)CC)C(C)(C)C